N-bromosuccinimide bromide [Br-].BrN1C(CCC1=O)=O